C(CCCCCCCCCCC)N(C(=O)NCCCCCCCCCCCC)CCCCCCCCCCCC N,N,N'-tridodecylurea